O1C(OCC1)C1=CN=C(S1)C(=O)O 5-(1,3-Dioxolane-2-yl)thiazole-2-carboxylic acid